CC1=C(C(=C(C(=C1CC1=CC(=C(C(=C1)C(C)(C)C)O)C(C)(C)C)C)CC1=CC(=C(C(=C1)C(C)(C)C)O)C(C)(C)C)C)CC1=CC(=C(C(=C1)C(C)(C)C)O)C(C)(C)C 1,3,5-trimethyl-2,4,6-tris(3',5-di-tert-butyl-4'-hydroxybenzyl)benzene